C1(CC1)S(=O)(=O)N1N=CC(=C1)C1=NC=CC(=N1)NC1=NC=C(C(=C1)N1CCC(CC1)O)C#CC=1C=NC(=CC1)N1CCOCC1 1-(2-((2-(1-(cyclopropylsulfonyl)-1H-pyrazol-4-yl)pyrimidin-4-yl)amino)-5-((6-morpholinopyridin-3-yl)ethynyl)pyridin-4-yl)piperidin-4-ol